C1C(C(CC1)=O)=O 2,3-cyclopentanedione